ethyl (R)-1-((4-(morpholinosulfonyl)phenyl) sulfonyl)piperidine-3-carboxylate O1CCN(CC1)S(=O)(=O)C1=CC=C(C=C1)S(=O)(=O)N1C[C@@H](CCC1)C(=O)OCC